(5R,6S)-5-(4-(4-((4-(2-((S)-2,6-dioxopiperidin-3-yl)-1-oxoisoindolin-5-yl)piperazin-1-yl)methyl)piperidin-1-yl)phenyl)-6-phenyl-5,6,7,8-tetrahydronaphthalene-2-carboxylic acid O=C1NC(CC[C@@H]1N1C(C2=CC=C(C=C2C1)N1CCN(CC1)CC1CCN(CC1)C1=CC=C(C=C1)[C@@H]1C=2C=CC(=CC2CC[C@@H]1C1=CC=CC=C1)C(=O)O)=O)=O